N-[3-(triethoxysilyl)propyl]phthalimidoic acid C(C)O[Si](CCCN=C(C=1C(C(O)=N)=CC=CC1)O)(OCC)OCC